6-cyclopropyl-8-(3-methyl-2,4-dioxoimidazolidin-1-yl)imidazo[1,2-a]pyridine-2-carbonitrile C1(CC1)C=1C=C(C=2N(C1)C=C(N2)C#N)N2C(N(C(C2)=O)C)=O